NCCCOC1=C(C=C(\C=C/2\C(C(=C(S2)NC2=CC=CC=C2)C(=O)OCC)=O)C=C1)O ethyl (Z)-5-(4-(3-aminopropoxy)-3-hydroxybenzylidene)-4-oxo-2-(phenylamino)-4,5-dihydrothiophene-3-carboxylate